7-Fluoro-quinazolin-4(3H)-one FC1=CC=C2C(NC=NC2=C1)=O